FC1=C(C=CC(=C1)OC)C1=NOC(=C1)NC1=NC(=NC=C1)N1C2CC(CC1C2)C 3-(2-fluoro-4-methoxyphenyl)-N-(2-(3-methyl-6-azabicyclo[3.1.1]hept-6-yl)pyrimidin-4-yl)isoxazol-5-amine